NC1=C(C=2C(=NC(=C(N2)C2CC2)C)N1C1=C(C(=CC=C1C)O)C)C(=O)N1CC=2N(CC1)N=CC2 racemic-(6-amino-2-cyclopropyl-5-(3-hydroxy-2,6-dimethylphenyl)-3-methyl-5H-pyrrolo[2,3-b]pyrazin-7-yl)(6,7-dihydropyrazolo[1,5-a]pyrazin-5(4H)-yl)methanone